(4-(2-(7-amino-2-(furan-2-yl)-[1,2,4]triazolo[1,5-a][1,3,5]triazin-5-ylamino)ethyl)-phenyl)-((R)-3-fluoropyrrolidin-1-yl)methanone NC1=NC(=NC=2N1N=C(N2)C=2OC=CC2)NCCC2=CC=C(C=C2)C(=O)N2C[C@@H](CC2)F